1,3-Bis[5-(p-tert-butylphenyl)-1,3,4-oxadiazole-2-yl]benzene C(C)(C)(C)C1=CC=C(C=C1)C1=NN=C(O1)C1=CC(=CC=C1)C=1OC(=NN1)C1=CC=C(C=C1)C(C)(C)C